butyl 2-(5-(2-chloro-6-cyano-4-(1-(4-((2-(methanesulfonamido)pyrimidin-4-yl)methoxy)phenyl)-1-methyl-ethyl) phenoxy)pentoxy)acetate ClC1=C(OCCCCCOCC(=O)OCCCC)C(=CC(=C1)C(C)(C)C1=CC=C(C=C1)OCC1=NC(=NC=C1)NS(=O)(=O)C)C#N